((1R)-2-(benzofuran-3-yl)-1-(4-oxospiro[2.4]heptane-1-carboxamido)ethyl)boronic acid O1C=C(C2=C1C=CC=C2)C[C@H](NC(=O)C2CC21C(CCC1)=O)B(O)O